BrC1=NOC(=N1)C(=O)OCC ethyl 3-bromo-1,2,4-oxadiazole-5-carboxylate